1-(4-(1H-1,2,4-triazol-1-yl)phenyl)ethanol N1(N=CN=C1)C1=CC=C(C=C1)C(C)O